2-amino-3-methyl-N-[(4-methylthiazol-2-yl)methyl]-N-[[5-(trifluoromethyl)-2-pyridyl]methyl]quinoline-6-carboxamide NC1=NC2=CC=C(C=C2C=C1C)C(=O)N(CC1=NC=C(C=C1)C(F)(F)F)CC=1SC=C(N1)C